C(C)(C)N1C(=C(C2=C1N=CN=C2N)C2=CC=C(C=C2)OC2=CC=CC=C2)C#CC2CCN(CC2)C(C)C2=CC=CC=C2 7-isopropyl-5-(4-phenoxyphenyl)-6-((1-(1-phenylethyl)piperidin-4-yl)ethynyl)-7H-pyrrolo[2,3-d]pyrimidin-4-amine